O[C@@H]1C[C@H](N(C1)C1=CC=C2C3(CC=4C(=NOC4C2=C1)NS(=O)(=O)C1=C(C=CC=C1)OC)CC3)C N-(8'-((2R,4R)-4-hydroxy-2-methylpyrrolidin-1-yl)-4'H-spiro[cyclopropane-1,5'-naphtho[2,1-d]isoxazol]-3'-yl)-2-methoxybenzenesulfonamide